O(S(=O)(=O)C(F)(F)F)C1=CC=CC2=CC(=CC=C12)C1=CC=CC=C1 6-phenylnaphthalen-1-yl triflate